(S)-1-(4-(4-((2-fluoro-4-((1-((6-methoxypyridin-3-yl)sulfonyl)piperidin-3-yl)oxy)phenyl)amino)-1H-pyrazolo[3,4-d]pyrimidin-3-yl)piperidin-1-yl)prop-2-en-1-one FC1=C(C=CC(=C1)O[C@@H]1CN(CCC1)S(=O)(=O)C=1C=NC(=CC1)OC)NC1=C2C(=NC=N1)NN=C2C2CCN(CC2)C(C=C)=O